4-[3-[4-(2-Aza-spiro[3.3]heptan-2-yl)-2,6-dichlorobenzoyl]-2,4-dihydro-1,3-benzoxazin-8-yl]-5-fluoro-2-(3-oxa-8-azabicyclo[3.2.1]octan-8-yl)benzoic acid C1N(CC12CCC2)C2=CC(=C(C(=O)N1COC3=C(C1)C=CC=C3C3=CC(=C(C(=O)O)C=C3F)N3C1COCC3CC1)C(=C2)Cl)Cl